BrC1=CC=C2C(=CN(C2=C1)S(=O)(=O)C1=CC=CC=C1)C1=NC(=NC=C1C(F)(F)F)N[C@@H]1CN(CCC1)CC (S)-4-(6-bromo-1-(phenylsulfonyl)-1H-indol-3-yl)-N-(1-ethylpiperidin-3-yl)-5-(trifluoromethyl)pyrimidin-2-amine